FC=1C=C(CCNCCCNC([O-])=O)C=CC1 (3-((3-fluorophenethyl)amino)propyl)carbamate